[Li]N1C(N(CC1)[Li])=[Ru](=CC1=C(C=CC=C1)OC(C)C)(Cl)Cl (1,3-dilithioimidazolidin-2-ylidene)(2-isopropoxybenzylidene)ruthenium (VI) chloride